(difluoromethyl)-N-(7-ethoxy-2-(3-hydroxy-3-methylbutyl)imidazo[1,2-a]pyridin-6-yl)picolinamide FC(F)C=1C(=NC=CC1)C(=O)NC=1C(=CC=2N(C1)C=C(N2)CCC(C)(C)O)OCC